NC1=C(C(=O)NC2CCN(CC2)C(=O)OC(C)(C)C)C=C(C(=C1)Br)OC tert-butyl 4-(2-amino-4-bromo-5-methoxybenzamido)piperidine-1-carboxylate